F[C@H]1[C@H](CN(CC1)C=1C=CC(=NC1)NC=1C2=C(C(=NC1)C1=CN=C3N1C=CC=C3F)CNC2=O)O 7-((5-((3S,4R)-4-fluoro-3-hydroxy-piperidin-1-yl)pyridin-2-yl)amino)-4-(8-fluoro-imidazo[1,2-a]pyridin-3-yl)-2,3-dihydro-1H-pyrrolo[3,4-c]pyridin-1-one